NC1=NC=CC=2N1C(=NC2C2CN(CC2)C(C=C)=O)C=2C=NC(=CC2)OC2=NC=CC(=C2)C2CC2 1-(3-(5-amino-3-(6-((4-cyclopropylpyridin-2-yl)oxy)pyridin-3-yl)imidazo[1,5-c]pyrimidin-1-yl)pyrrolidin-1-yl)prop-2-en-1-one